O1N=C(CC1)C1=C(N)C=CC=C1C 2-(4,5-dihydro-isoxazol-3-yl)-3-methylaniline